CC1=NC2=C(N1CCCCCCN1CC(C(C(C1)O)O)O)C=CC(=C2)C2=NC=CC=N2 1-{6-[2-methyl-5-(pyrimidin-2-yl)-1H-1,3-benzodiazol-1-yl]hexyl}piperidine-3,4,5-triol